8-(3-(benzyloxy)-2,6-dimethylphenyl)-6-fluoro-3-((R)-1-(4-methoxyphenyl)ethyl)pyrido[3,4-d]pyrimidin-4(3H)-one C(C1=CC=CC=C1)OC=1C(=C(C(=CC1)C)C1=NC(=CC2=C1N=CN(C2=O)[C@H](C)C2=CC=C(C=C2)OC)F)C